4-Amino-7-bromo-1-(isoquinolin-7-yl)-2-oxo-1,2-dihydro-1,8-naphthyridine-3-carboxylic acid methyl ester COC(=O)C=1C(N(C2=NC(=CC=C2C1N)Br)C1=CC=C2C=CN=CC2=C1)=O